(3-((5-((3S,4S)-4-amino-3-methyl-2-oxa-8-azaspiro[4.5]decan-8-yl)pyrazin-2-yl)thio)-2-chlorophenyl)dimethylphosphine oxide N[C@@H]1[C@@H](OCC12CCN(CC2)C=2N=CC(=NC2)SC=2C(=C(C=CC2)P(C)(C)=O)Cl)C